5-(8-(7-acetyl-3-ethyl-5,6,7,8-tetrahydroimidazo[1,5-a]pyrazin-1-yl)isoquinolin-3-yl)-N-(3-((2-(2,6-dioxopiperidin-3-yl)-1,3-dioxoisoindolin-4-yl)amino)cyclobutyl)picolinamide C(C)(=O)N1CC=2N(CC1)C(=NC2C=2C=CC=C1C=C(N=CC21)C=2C=CC(=NC2)C(=O)NC2CC(C2)NC2=C1C(N(C(C1=CC=C2)=O)C2C(NC(CC2)=O)=O)=O)CC